C(C1=CC=CC=C1)OCCOCC1N(CCCC1)C1=CC(=NC=C1)Br 4-([2-(Benzyloxy)ethoxylmethyl]piperidin-1-yl)-2-bromopyridine